4,6-dimethyl-2H-[1,3'-bipyridin]-2-one CC1=CC(N(C(=C1)C)C=1C=NC=CC1)=O